CC(C(C(=O)N)N(C(=O)N1CC2(C1)OCN(C2)C(C=C)=O)C)C 3-methyl-2-{methyl-[7-(prop-2-enoyl)-5-oxa-2,7-diazaspiro[3.4]octane-2-carbonyl]amino}butanamide